2-{[(αr)-6-[(4S)-2,5-dioxo-4-propylimidazolidin-1-yl]spiro[3.3]heptane-2-yl]oxy}pyridine-3-carboxamide O=C1N(C([C@@H](N1)CCC)=O)C1CC2(CC(C2)OC2=NC=CC=C2C(=O)N)C1